C(C)(C)[C@@H]1N(CCN(C1)C1=CC(=C(C=C1)C)C(N[C@H](C)C1=CC=CC2=CC=CC=C12)=O)C(=O)OC(C)(C)C tert-Butyl (2S)-2-isopropyl-4-[4-methyl-3-[[(1R)-1-(1-naphthyl)ethyl]carbamoyl]phenyl]piperazine-1-carboxylate